ClC=1C=C(C=CC1N(C(CC)=O)C)C1=CC=C(C(=O)NCC=2C(=NC=CC2)C)C=C1 4-[3-chloro-4-[methyl(propanoyl)amino]phenyl]-N-[(2-methyl-3-pyridyl)methyl]benzamide